7-Methyl-7H-di-benzo[c,g]carbazol CN1C=2C=CC3=C(C2C=2C4=C(C=CC12)C=CC=C4)C=CC=C3